O1C(=CC=C1)C(=O)OC(CCC)OC(=O)C=1OC=CC1 butanediol difuranate